5'-(2-chloro-5-fluoropyrimidin-4-yl)spiro[cyclopropan-1,1'-isoindole]-3'-one ClC1=NC=C(C(=N1)C=1C=C2C(NC3(C2=CC1)CC3)=O)F